tert-butyl 4-[3-(bromomethyl)-4-(methoxycarbonyl)phenyl]piperazine-1-carboxylate BrCC=1C=C(C=CC1C(=O)OC)N1CCN(CC1)C(=O)OC(C)(C)C